C(CC)(=O)OCCO 2-(propionyloxy)ethanol